FC1=CC=C(C=C1)C=1C=C2C(=NC=NC2=C(C1)OC)N[C@H](CN1CCCC1)C 6-(4-Fluorophenyl)-8-methoxy-N-[(1S)-1-methyl-2-pyrrolidin-1-yl-ethyl]quinazolin-4-amine